The molecule is a 17-oxo steroid that is estra-1,3,5(10)-triene substituted by an hydroxy group at position 3 and an oxo group at position 17. It has a role as an estrogen, a bone density conservation agent, an antineoplastic agent, a human metabolite and a mouse metabolite. It is a 3-hydroxy steroid and a 17-oxo steroid. It derives from a hydride of an estrane. C[C@]12CC[C@H]3[C@H]([C@@H]1CCC2=O)CCC4=C3C=CC(=C4)O